C(CC(O)(C(=O)O)CC(=O)O)(=O)O.CN1N=CC=C1C1CCN(CC1)C1CC2(C1)CN(CC2)C(=O)OCC ethyl (2r,4s)-2-[4-(1-methyl-1H-pyrazol-5-yl)piperidin-1-yl]-6-azaspiro[3.4]octane-6-carboxylate citrate